COC(=O)[C@H]1N([C@H](CC1)CC(=O)OCC1=CC=CC=C1)C(=O)OC(C)(C)C (2S,5R)-5-[2-(benzyloxy)-2-oxoethyl]pyrrolidine-1,2-dicarboxylic acid 1-(tert-butyl) 2-methyl ester